benzofuran-2-carboxylate O1C(=CC2=C1C=CC=C2)C(=O)[O-]